(4-((1r,3r)-3-aminocyclobutane-1-carbonyl)piperazin-1-yl)(4-((3-(3-(difluoromethyl)-1-(prop-2-yn-1-yl)-1H-pyrazol-4-yl)imidazo[1,2-a]pyrazin-8-yl)amino)-2-ethylphenyl)methanone NC1CC(C1)C(=O)N1CCN(CC1)C(=O)C1=C(C=C(C=C1)NC=1C=2N(C=CN1)C(=CN2)C=2C(=NN(C2)CC#C)C(F)F)CC